Benzyl (3R)-4-[(2S)-2-[(2S)-2-{[(tert-butoxy)carbonyl](methyl)amino}propanamido]-2-cyclohexylacetyl]-3-methylpiperazine-1-carboxylate C(C)(C)(C)OC(=O)N([C@H](C(=O)N[C@H](C(=O)N1[C@@H](CN(CC1)C(=O)OCC1=CC=CC=C1)C)C1CCCCC1)C)C